C1CC2=CC=CC=C2[C@H]1N=C=O (S)-(+)-1-indanyl isocyanate